3-(ethylthio)-5-fluoro-7,9-dihydrofuro[3,4-f]quinazoline C(C)SC1=NC=2C(=CC3=C(C2C=N1)COC3)F